1-{[4-(1,3-Benzothiazol-2-yloxy)phenyl]methyl}piperidin-4-ol S1C(=NC2=C1C=CC=C2)OC2=CC=C(C=C2)CN2CCC(CC2)O